tert-butyl N-[2-[[1-chloro-6-(hydroxymethyl)-6,7-dihydro-5H-cyclopenta[c]pyridin-3-yl]oxy]ethyl]carbamate ClC1=NC(=CC2=C1CC(C2)CO)OCCNC(OC(C)(C)C)=O